rac-(1S,2S)-2-(3-chlorophenyl)-N-(4-(((6-cyclopropylquinolin-3-yl)methyl)amino)pyridin-2-yl)cyclopropane-1-carboxamide ClC=1C=C(C=CC1)[C@@H]1[C@H](C1)C(=O)NC1=NC=CC(=C1)NCC=1C=NC2=CC=C(C=C2C1)C1CC1 |r|